3β-acetoxy-17-(3-pyridyl)-androsta-5,16-diene C(C)(=O)O[C@@H]1CC2=CC[C@H]3[C@@H]4CC=C([C@@]4(C)CC[C@@H]3[C@]2(CC1)C)C=1C=NC=CC1